O1C[C@@H](OC2=NC=CC=C21)C2=CC=C(CN1CCC3(CCNC3=O)CC1)C=C2 8-{4-[(3S)-2,3-dihydro[1,4]dioxino[2,3-b]pyridin-3-yl]benzyl}-2,8-diazaspiro[4.5]decan-1-one